Tert-butyl (R)-3-((S)-3-(3-(2-(benzyloxy)-2-oxoethoxy)phenyl)-1-(tert-butoxy)-1-oxopropan-2-yl)pyrrolidine-1-carboxylate C(C1=CC=CC=C1)OC(COC=1C=C(C=CC1)C[C@H](C(=O)OC(C)(C)C)[C@@H]1CN(CC1)C(=O)OC(C)(C)C)=O